NC1=NC2=C(C=3N1N=C(N3)C=3OC=CC3)SC(N2CCN2CCN(CC2)C=2C(=C(OCC(=O)O)C(=CC2)F)F)=O 2-(3-(4-(2-(5-Amino-8-(furan-2-yl)-2-oxothiazolo[5,4-e][1,2,4]triazolo[1,5-c]pyrimidin-3(2H)-yl)ethyl)piperazin-1-yl)-2,6-difluorophenoxy)acetic acid